F[C@H]1COCC[C@H]1N1CC2=C(N=C(N=C2)C)C2(C1=O)CNC2 6'-((3R,4R)-3-fluorotetrahydro-2H-pyran-4-yl)-2'-methyl-5',6'-dihydro-7'H-spiro[azetidine-3,8'-pyrido[4,3-d]pyrimidin]-7'-one